ClC1=CC=C(C=C1)[C@H](C(F)(F)F)NS(=O)(=O)C=1C=C2C(=NC1)N(C=N2)C(=O)OC(C)(C)C tert-butyl (R)-6-(N-(1-(4-chlorophenyl)-2,2,2-trifluoroethyl)sulfamoyl)-3H-imidazo[4,5-b]pyridine-3-carboxylate